HEPTADIENAL CCC=CC=CC=O